Mercaptofluorenon SC=1C(C2=CC3=CC=CC=C3C2=CC1)=O